3-(tert-butyl)imidazolidine-2,4-dione C(C)(C)(C)N1C(NCC1=O)=O